ClC1=C(C(=CC=2N(C(=[NH+]C21)C)C)C(F)(F)F)C2=CC=CN1C(=CC=C21)C(C2=CC(=C(C(=C2)F)NC(\C=C\C[NH+]2[C@@H](CCC2)CO)=O)F)=O 4-chloro-5-(3-(3,5-difluoro-4-((E)-4-((2S)-2-(hydroxymethyl)pyrrolidin-1-ium-1-yl)but-2-enamido)benzoyl)indolizin-8-yl)-1,2-dimethyl-6-(trifluoromethyl)-1H-benzo[d]imidazol-3-ium